FC1(CC(CC1)C(C(=O)NC1=NC=C(C=C1)F)C1=CC=C(C=C1)C=1N=NN(N1)C)F 2-(3,3-Difluorocyclopentyl)-N-(5-fluoropyridin-2-yl)-2-(4-(2-methyl-2H-tetrazol-5-yl)phenyl)acetamide